methyl 2-((tert-butoxycarbonyl)amino)-7-((3',4'-Difluoro-[1,1'-Biphenyl]-2-yl)oxy)-1,2,3,4-tetrahydronaphthalene-2-carboxylate C(C)(C)(C)OC(=O)NC1(CC2=CC(=CC=C2CC1)OC1=C(C=CC=C1)C1=CC(=C(C=C1)F)F)C(=O)OC